C(C)(=O)C=1N=C(C2=C(N1)C(=NC(=N2)C(C)=O)Cl)Cl 2,6-diacetyl-4,8-dichloro-pyrimido[5,4-d]pyrimidine